C1(CC1)N1N=C2C(N(C(N(C2C)C2CCN(CC2)C2=C(C=CC=C2C)F)=O)CC2=C(C=CC=C2)C(F)(F)F)=C1 2-Cyclopropyl-6-[1-(2-fluoro-6-methyl-phenyl)-piperidin-4-yl]-7-methyl-4-(2-trifluoromethyl-benzyl)-2,4,6,7-tetrahydro-pyrazolo[4,3-d]pyrimidin-5-one